Propoxybutylacrylat C(CC)OCCCCOC(C=C)=O